butyl 2-(3-chloro-5-(4,4,5,5-tetramethyl-1,3,2-dioxaborolan-2-yl)phenyl)-2-oxoacetate ClC=1C=C(C=C(C1)B1OC(C(O1)(C)C)(C)C)C(C(=O)OCCCC)=O